4-butyl-1-(4-chlorophenyl)-3-(4-fluorophenyl)-N-(5-hydroxy-4,4-dimethylpentyl)-5-methyl-4,5-dihydro-1H-pyrazole-5-carboxamide C(CCC)C1C(=NN(C1(C(=O)NCCCC(CO)(C)C)C)C1=CC=C(C=C1)Cl)C1=CC=C(C=C1)F